4-(4-nitrophenyl)-3-oxobutyronitrile [N+](=O)([O-])C1=CC=C(C=C1)CC(CC#N)=O